1,1'-(2,6-Dimethyl-4-(5-(4-methylpiperazin-1-yl)benzo[b]thiophen-3-yl)-1,4-dihydropyridin-3,5-diyl)bis(ethan-1-on) CC=1NC(=C(C(C1C(C)=O)C=1C2=C(SC1)C=CC(=C2)N2CCN(CC2)C)C(C)=O)C